OC1(CN(C1)C1=CC=C(C=N1)C1CN(C1)C(CC[C@H]1NC(OC1)=O)=O)C(F)(F)F (4R)-4-[3-[3-[6-[3-Hydroxy-3-(trifluoro-methyl)azetidin-1-yl]-3-pyridyl]azetidin-1-yl]-3-oxo-propyl]oxazolidin-2-one